2-{1-[2-(aminomethyl)phenyl]pyrrol-3-yl}propan-2-ol NCC1=C(C=CC=C1)N1C=C(C=C1)C(C)(C)O